N1=C(C=CC=C1)C1=NC(=CC(=C1C(=O)N)C1=CC=NC=C1OC)C pyridin-2-yl-5'-methoxy-6-methyl-4,4'-Bipyridine-3-carboxamide